ClC1=C(COC=2C=C3CCC(C3=CC2)N2CC3(C2)CC(C3)C(=O)OC)C(=CC=C1)Cl methyl 2-(5-((2,6-dichlorobenzyl)oxy)-2,3-dihydro-1H-inden-1-yl)-2-azaspiro-[3.3]heptane-6-carboxylate